(((4-(N-(5-methylisoxazol-3-yl) sulfamoyl) phenyl) amino) (p-tolyl) methyl) malonate C(CC(=O)[O-])(=O)OC(C1=CC=C(C=C1)C)NC1=CC=C(C=C1)S(NC1=NOC(=C1)C)(=O)=O